2-(3,5-dimethyl-1-{[p-(trifluoromethyl)phenyl]methyl}-1H-pyrazol-4-yl)-4,4,5,5-tetramethyl-1,3,2-dioxaborolane CC1=NN(C(=C1B1OC(C(O1)(C)C)(C)C)C)CC1=CC=C(C=C1)C(F)(F)F